[Bi].[Ta].[W] tungsten tantalum bismuth